C(C)(C)(C)OC(=O)NC(=NC1CCCC1)NC(=O)OC(C)(C)C N,N'-di-tert-butoxycarbonyl-N''-cyclopentylguanidine